2,6-Dicyclopentyl-4-methylphenol C1(CCCC1)C1=C(C(=CC(=C1)C)C1CCCC1)O